5,7-dichloro-8-fluoro-2-(methylthio)pyrido[4,3-d]pyrimidin-4-ol cyclopentenyl-propionate ([2,2-dimethyl-3-(2-methyl-5-prop-1-en-2-yl-1-cyclopentenyl)propyl]propanoate) CC(CC(C(=O)O)C)(CC1=C(CCC1C(=C)C)C)C.C1(=CCCC1)C(C(=O)O)C.ClC1=NC(=C(C=2N=C(N=C(C21)O)SC)F)Cl